CC(C)=C(CC=C(C=C)C)O 2,6-dimethyl-2,5,7-octatrien-3-ol